FC1=CC(=CC=2N(C(=NC21)C)C(C)C)C2=CNC1=NC=C(C=C12)C(=O)N1C2CN(CC1CC2)C (3-(4-fluoro-1-isopropyl-2-methyl-1H-benzo[d]imidazol-6-yl)-1H-pyrrolo[2,3-b]pyridin-5-yl)(3-methyl-3,8-diazabicyclo[3.2.1]octan-8-yl)methanone